C[Si](O[Si](O[Si](C1=CC=CC=C1)(C1=CC=CC=C1)C)(C1=CC=CC=C1)C)(C1=CC=CC=C1)C1=CC=CC=C1 1,3,5-trimethyl-1,1,3,5,5-pentaphenyltrisiloxane